CC(=CCC/C(=C\\CO)/C)C The molecule is the (2Z)-stereoisomer of 3,7-dimethylocta-2,6-dien-1-ol. It has been isolated from the essential oils from plants like lemon grass. It has a role as a volatile oil component, a plant metabolite and a fragrance.